NC1=C(C2=C(S1)CCCC2)C(=O)NCC=2OC=CC2 2-Amino-N-(furan-2-ylmethyl)-4,5,6,7-tetrahydrobenzo[b]thiophene-3-carboxamide